3-benzyl-1-(trans-4-((5-cyanopyridin-2-yl)amino)cyclohexyl)-1-(4-(4-methylpiperazin-1-yl)phenyl)urea C(C1=CC=CC=C1)NC(N(C1=CC=C(C=C1)N1CCN(CC1)C)[C@@H]1CC[C@H](CC1)NC1=NC=C(C=C1)C#N)=O